2-[2-(3-methoxyphenyl)[1,2,4]triazolo[1,5-c]quinazolin-5-yl]-D-leucinamide COC=1C=C(C=CC1)C1=NN2C(=NC=3C=CC=CC3C2=N1)[C@@](N)(CC(C)C)C(=O)N